(1S,3r)-3-(4-(2-chlorophenyl)-5-(thiazol-2-yl)-4H-1,2,4-triazol-3-yl)cyclobutan-1-amine ClC1=C(C=CC=C1)N1C(=NN=C1C=1SC=CN1)C1CC(C1)N